C(C)(=O)ONC(CCCCCCC)=O N-acetoxyoctanamide